C[C@@H]1N(CC1)C=1N=C(C2=C(N1)CCC2)C2=CC1=C(C(NC=C1)=O)S2 2-[2-[(2S)-2-methylazetidin-1-yl]-6,7-dihydro-5H-cyclopenta[d]pyrimidin-4-yl]-6H-thieno[2,3-c]pyridin-7-one